CC1=CC=C(N1)C(=O)[O-] 5-methyl-pyrrole-2-carboxylate